C(CC)(=O)OCC(COCC(COC(C(=C)C)=O)(COC(C(=C)C)=O)COC(CC)=O)(COC(C(=C)C)=O)COC(CC)=O dipentaerythritol trimethacrylate tripropionate